7-[[5-[3-[[cyclopropyl-(methyl)amino]methyl]-3-hydroxy-1-piperidyl]-2-pyridyl]amino]-4-(7-fluoroimidazo[1,2-a]pyridin-3-yl)isoindolin-1-one C1(CC1)N(C)CC1(CN(CCC1)C=1C=CC(=NC1)NC=1C=CC(=C2CNC(C12)=O)C1=CN=C2N1C=CC(=C2)F)O